C1(=CC=CC=C1)[O-].C1(=CC=CC=C1)[O-].[Na+].[Na+] sodium diphenolate